N-(5-(6-chloro-4-(isopropylamino)-3-pyridinyl)pent-4-ynyl)morpholine-4-carboxamide ClC1=CC(=C(C=N1)C#CCCCNC(=O)N1CCOCC1)NC(C)C